ClN1CN(C(N(C1)Cl)C)Cl trichloro(methyl)-s-triazine